4-fluoro-1-isopropyl-2-methyl-6-(5-(2-methylpyridin-3-yl)-1H-pyrrolo[2,3-b]pyridin-3-yl)-1H-benzo[d]imidazole FC1=CC(=CC=2N(C(=NC21)C)C(C)C)C2=CNC1=NC=C(C=C12)C=1C(=NC=CC1)C